6-((2-((3R,4R)-3-Amino-4-fluoro-1-piperidinyl)-5-methyl-1H-benzimidazol-1-yl)methyl)-3-pyridincarbonitril N[C@@H]1CN(CC[C@H]1F)C1=NC2=C(N1CC1=CC=C(C=N1)C#N)C=CC(=C2)C